FC1=C(C=C(C=C1)NC(=O)C=1N(C(=C(C1C)C(C(=O)N[C@@](CO)(C#C)C)=O)C)C)C(F)(F)F (R)-N-(4-fluoro-3-(trifluoromethyl)phenyl)-4-(2-((1-hydroxy-2-methylbut-3-yn-2-yl)amino)-2-oxoacetyl)-1,3,5-trimethyl-1H-pyrrole-2-carboxamide